BrC=1C(=CC(=NC1)CO[Si](C)(C)C(C)(C)C)C(F)(F)F 5-bromo-2-(((tert-butyldimethylsilyl)oxy)methyl)-4-(trifluoromethyl)pyridine